O=C1N(CCC1)CCCN(C1=CC=C(C=N1)C1=NC=2N(C(N(C(C2N1)=O)CCC)=O)CCCOC)C(=O)C=1C=NC(=CC1)F 8-(6-{N-[3-(2-Oxo-1-pyrrolidinyl)propyl](6-fluoro-3-pyridyl)carbonylamino}-3-pyridyl)-3-(3-methoxypropyl)-1-propylxanthine